tert-butyl 4-((4-(1-(2,6-dioxopiperidin-3-yl)-3-methyl-2-oxo-2,3-dihydro-1H-benzo[d]imidazol-5-yl) piperidin-1-yl)methyl)benzoate O=C1NC(CCC1N1C(N(C2=C1C=CC(=C2)C2CCN(CC2)CC2=CC=C(C(=O)OC(C)(C)C)C=C2)C)=O)=O